(S)-2-{[(2r,3r,4r,5r)-5-(2,4-dioxo-3,4-dihydro-2H-pyrimidin-1-yl)-4-fluoro-3-hydroxy-4-methyl-tetrahydro-furan-2-ylmethoxy]-phenoxy-phosphorylamino}-butyric acid isopropyl ester C(C)(C)OC([C@H](CC)N=P(=O)OC1=C(C=CC=C1)OC[C@H]1O[C@H]([C@]([C@@H]1O)(C)F)N1C(NC(C=C1)=O)=O)=O